tert-butyl 3-(2-ethoxy-2-oxoacetyl)-5-methyl-4-oxopiperidine-1-carboxylate C(C)OC(C(=O)C1CN(CC(C1=O)C)C(=O)OC(C)(C)C)=O